CC(CC(CCC(C)=O)=O)CC(CC=C(C)C)C 7,9,12-trimethyltridec-11-ene-2,5-dione